perfluorohexyl-ethanesulfonyl chloride FC(C(F)(F)F)(S(=O)(=O)Cl)C(C(C(C(C(C(F)(F)F)(F)F)(F)F)(F)F)(F)F)(F)F